6-((3-(methoxymethyl)-1H-pyrazolo[3,4-b]pyridin-5-yl)oxy)-1-methyl-2-((1-methyl-2-oxo-5-(trifluoromethyl)-1,2-dihydropyridin-3-yl)amino)-1H-imidazo[4,5-b]pyridine-7-carbonitrile COCC1=NNC2=NC=C(C=C21)OC=2C(=C1C(=NC2)N=C(N1C)NC=1C(N(C=C(C1)C(F)(F)F)C)=O)C#N